N-[1-((R)-2-Hydroxycarbamoyl-1-naphthalin-2-ylmethyl-ethyl)-1H-[1,2,3]triazol-4-ylmethyl]-4-methoxy-benzamid ONC(=O)C[C@@H](CC1=CC2=CC=CC=C2C=C1)N1N=NC(=C1)CNC(C1=CC=C(C=C1)OC)=O